(S)-1-((4-Bromopyridin-2-yl)methyl)-2-((cyclopentyloxy)methyl)-4-((trifluoromethyl)sulfonyl)-2,3,4,5-tetrahydro-1H-benzo[e][1,4]diazepine BrC1=CC(=NC=C1)CN1[C@@H](CN(CC2=C1C=CC=C2)S(=O)(=O)C(F)(F)F)COC2CCCC2